C[C@](N(C)C)(CCCN)C(=O)O Trimethylornithin